FC1=C(C=CC(=C1)F)COC1=CC=CC(=N1)S(=O)(=O)NC(=O)C=1C(=NC=CC1)N1C(CC(C1)C)(C)C N-[[6-[(2,4-Difluorophenyl)methoxy]-2-pyridyl]sulfonyl]-2-(2,2,4-trimethylpyrrolidin-1-yl)pyridin-3-carboxamid